ClC1=C(C=CC(=C1)Cl)C1=C(C2=C(OCC1)C=C(C=C2)C(=O)OC)B2OC(C(O2)(C)C)(C)C methyl 4-(2,4-dichlorophenyl)-5-(4,4,5,5-tetramethyl-1,3,2-dioxaborolan-2-yl)-2,3-dihydrobenzo[b]oxepine-8-carboxylate